The molecule is a pentanone that is pentan-3-one substituted by methyl groups at positions 2 and 4 respectively. It has a role as a metabolite. It derives from a pentan-3-one. CC(C)C(=O)C(C)C